tert-butyl 5-(5-hydroxy-7-oxo-8H-1,8-naphthyridin-2-yl)-3,6-dihydro-2H-pyridine-1-carboxylate OC=1C=2C=CC(=NC2NC(C1)=O)C1=CCCN(C1)C(=O)OC(C)(C)C